S1N=CC=C1C=O isothiazole-5-carbaldehyde